2-(6-{[(3R,4S)-3-fluoro-2,2,6,6-tetramethylpiperidin-4-yl]oxy}pyridazin-3-yl)-5-(8-methoxy-2-methylimidazo[1,2-b]pyridazin-6-yl)pyridin-3-ol dihydrochloride Cl.Cl.F[C@@H]1C(NC(C[C@@H]1OC1=CC=C(N=N1)C1=NC=C(C=C1O)C=1C=C(C=2N(N1)C=C(N2)C)OC)(C)C)(C)C